(E)-2-((5-(1-(Hydroxyimino)ethyl)isoindolin-2-yl)methyl)-5-((1-(methylsulfonyl)piperidin-4-yl)methoxy)-4H-pyran-4-one O\N=C(/C)\C=1C=C2CN(CC2=CC1)CC=1OC=C(C(C1)=O)OCC1CCN(CC1)S(=O)(=O)C